5-Iodo-2'-deoxyuridine-5'-triphosphate P(O)(=O)(OP(=O)(O)OP(=O)(O)O)OC[C@@H]1[C@H](C[C@@H](O1)N1C(=O)NC(=O)C(=C1)I)O